C(#N)C1=CC=C(OC=2C=C3C=CNC3=CC2)C=C1 5-(4-cyanophenoxy)-1H-indole